3-fluoro-1-(4-(4-(hydroxymethyl)-6-(trifluoromethyl)pyridin-3-yl)phenyl)cyclobutanecarboxylic acid FC1CC(C1)(C(=O)O)C1=CC=C(C=C1)C=1C=NC(=CC1CO)C(F)(F)F